C(C=1C(N)=CC=CC1)(=O)OCCCC BUTYL ANTHRANILATE